NC1=CC(=C2O[C@@H](CCCCC(C(C3=NN=C(C1=N2)O3)(O)C(F)(F)F)O)C)C(F)(F)F (12R)-17-amino-12-methyl-6,15-bis(trifluoromethyl)-13,19-dioxa-3,4,18-triazatricyclo[12.3.1.12,5]nonadeca-1(18),2,4,14,16-pentaene-6,7-diol